4-(1-ethoxyvinyl)-N-methylbenzamide C(C)OC(=C)C1=CC=C(C(=O)NC)C=C1